ethyl-2-(4-(4-((4-chloro-2-fluorobenzyl)oxy)-5-fluoropyrimidin-2-yl)cyclohex-3-en-1-yl)acetate C(C)OC(CC1CC=C(CC1)C1=NC=C(C(=N1)OCC1=C(C=C(C=C1)Cl)F)F)=O